FC1=CC=C(\C=C/2\C(C3=CC(=CC=C3C2)O)=NO)C=C1 ((E)-4-fluorobenzylidene)-6-hydroxy-2,3-dihydro-1H-inden-1-one oxime